C(C1=CC=CC=C1)C(C(=O)C1=CC=C(C=C1)N1CCOCC1)(CC)N(CC)CC 2-benzyl-2-diethylamino-1-(4-morpholinylphenyl)-1-butanone